4-chloro-2-(1-(2-chlorophenyl)vinyl)-N-methylaniline ClC1=CC(=C(NC)C=C1)C(=C)C1=C(C=CC=C1)Cl